Iodoethyl-diaminopyrimidine ICCC1=NC(=CC(=N1)N)N